C[Si](OC1=CC=C(C=C)C=C1)(C)C 4-Trimethylsiloxystyrene